C(C)(C)(C)[Si](OC1CCN(CC1)CCOC(C1=CC=CC=C1)(C1=CC=CC=C1)C1=CC=CC=C1)(C)C t-butyl-dimethyl-[[1-(2-trityloxyethyl)-4-piperidinyl]oxy]silane